6-amino-2-((3S,4S)-4-amino-3-methyl-2-oxa-8-azaspiro[4.5]decan-8-yl)-5-iodo-3-methylpyrimidin-4(3H)-one NC1=C(C(N(C(=N1)N1CCC2([C@@H]([C@@H](OC2)C)N)CC1)C)=O)I